1-(2-((2-Chloro-7-((3,4-dichlorophenyl)amino)acridin-9-yl)amino)ethyl)guanidine ClC1=CC2=C(C3=CC(=CC=C3N=C2C=C1)NC1=CC(=C(C=C1)Cl)Cl)NCCNC(=N)N